(3-Fluoropyridin-2-yl)-7-hydroxy-6,7-dihydro-5H-pyrrolo[1,2-b][1,2,4]triazole-2-carboxylic acid ethyl ester C(C)OC(=O)C=1N=C2N(N1)C(CC2O)C2=NC=CC=C2F